2-[4-[(3R)-3-(5-Cyano-3-pyridyl)isoxazolidine-2-carbonyl]-1-piperidyl]pyrimidine-4-carboxamide TFA salt OC(=O)C(F)(F)F.C(#N)C=1C=C(C=NC1)[C@@H]1N(OCC1)C(=O)C1CCN(CC1)C1=NC=CC(=N1)C(=O)N